N1=CC=C(C=C1)C=CCNC1CCNCC1 N-(3-(pyridin-4-yl)allyl)piperidin-4-amine